1-(4-(4,4,5,5-tetramethyl-1,3,2-dioxaborolan-2-yl)phenyl)piperidin-4-ol CC1(OB(OC1(C)C)C1=CC=C(C=C1)N1CCC(CC1)O)C